4-(2-propen-1-yl)phenyl-1H-indene C(C=C)C1=CC=C(C=C1)C1C=CC2=CC=CC=C12